C(C)C(NC(\C=C\C1=CC=C(C=C1)NC(=O)OC(C)(C)C)=O)(C(=O)N[C@@H](C(C)C)C(=O)N[C@H](CCC(=O)O)C(=O)O)CC.CC=1C=C(C=CC1O)C1=C(C=2CC3=CC=CC=C3C2C=C1)C1=CC(=C(C=C1)O)C bis(3-methyl-4-hydroxyphenyl)fluorene Diethyl-((E)-3-(4-((tert-butoxycarbonyl)amino)phenyl)acryloyl)glycyl-L-valyl-D-glutamate